4-((4'-amino-6-fluoro-3'-nitro-[1,1'-biphenyl]-3-yl)methyl)-8-methylphthalazin-1(2H)-one NC1=C(C=C(C=C1)C1=CC(=CC=C1F)CC1=NNC(C2=C(C=CC=C12)C)=O)[N+](=O)[O-]